COC(CCN1CCN(CC1)CCOC1=CC=C2C(=CC=NC2=C1)NC1=CN=NC(=C1)C1=C(C=CC(=C1)Cl)F)=O Methyl-3-(4-{2-[(4-{[6-(5-Chloro-2-Fluorophenyl)Pyridazin-4-yl]Amino}Quinolin-7-yl)Oxy]Ethyl}Piperazin-1-yl)Propanoat